COC(C1=C(C(=CC(=C1)N(S(=O)(=O)C(F)(F)F)C1=NC=C(C(=N1)NC1=CC=CC=C1)C)CC)B1OC(CO1)(C)C)=O 5-[(4-anilino-5-methyl-pyrimidin-2-yl)-(trifluoromethylsulfonyl)amino]-2-(5,5-dimethyl-1,3,2-dioxaborolan-2-yl)-3-ethyl-benzoic acid methyl ester